C(CCCCCCCCCCCCCCC)(=O)NCCN(C)C palmitamidoethyl-dimethylamine